C[C@H]1[C@@H]([C@H]1C=1C=NN(C1)C)C(=O)NC=1N=CC2=CC(=C(C=C2C1)N1CC[NH+](CC1)[C@]1(COCC1)C)C (1S,2R,3S)-2-methyl-N-[7-methyl-6-[4-((R)-3-methyltetrahydrofuran-3-yl)piperazin-4-ium-1-yl]-3-isoquinolinyl]-3-(1-methylpyrazol-4-yl)cyclopropanecarboxamide